[2-[4-[3-chloro-4-[3-(trifluoromethyl)phenoxy]-anilino]pyrrolo[3,2-d]pyrimidin-5-yl]ethyl]-3-hydroxy-3-methylbutanamide ClC=1C=C(NC=2C3=C(N=CN2)C=CN3CCC(C(=O)N)C(C)(C)O)C=CC1OC1=CC(=CC=C1)C(F)(F)F